C(C(=C)C)(=O)OCC(C)O 3-(methacryloyloxy)-2-propanol